N-[3-chloro-6-(2-chloro-5-fluorophenyl)-6-hydroxy-2-methyl-8-oxo-7,8-dihydro-6H-pyrrolo[4,3-G]indazol-5-yl]-3-fluoro-5-(trifluoromethyl)benzamide ClC=1N(N=C2C3=C(C(=CC12)NC(C1=CC(=CC(=C1)C(F)(F)F)F)=O)C(NC3=O)(O)C3=C(C=CC(=C3)F)Cl)C